6-(4-(3-chloro-4-fluorophenyl)-1-(2-chloroethyl)-1H-imidazol-5-yl)imidazo[1,2-b]pyridazine-3-carbonitrile ClC=1C=C(C=CC1F)C=1N=CN(C1C=1C=CC=2N(N1)C(=CN2)C#N)CCCl